CC1=C(C=CC=C1)N1C(NC(C(=C1)C(=O)O)=O)=O (2-methylphenyl)-2,4-dioxo-1,2,3,4-tetrahydropyrimidine-5-formic acid